(3R,5S)-3-(2-((S)-amino(4,4-difluorocyclohexyl)methyl)imidazo[1,2-b]pyridazine-7-carbonyl)-3-methyl-5-(trifluoromethyl)pyrrolidin-2-one N[C@H](C=1N=C2N(N=CC(=C2)C(=O)[C@@]2(C(N[C@@H](C2)C(F)(F)F)=O)C)C1)C1CCC(CC1)(F)F